N-(2-cyclopropyl-4-(2-fluoro-4-methoxyphenoxy)phenyl)quinolin-2-amine C1(CC1)C1=C(C=CC(=C1)OC1=C(C=C(C=C1)OC)F)NC1=NC2=CC=CC=C2C=C1